2-Methyl-N-(1-(naphthalen-1-yl)cyclopropyl)-5-((1-(2,2,2-trifluoroethyl)azetidin-2-yl)methoxy)benzamide CC1=C(C(=O)NC2(CC2)C2=CC=CC3=CC=CC=C23)C=C(C=C1)OCC1N(CC1)CC(F)(F)F